N(=C=S)C1=NC=CC=C1N(C)C 2-isothiocyanato-N,N-dimethylpyridin-3-amine